ACETAMIDO-PHENYLBENZAMIDE C(C)(=O)NC=1C(=C(C(=O)N)C=CC1)C1=CC=CC=C1